perfluoro-n-hexyl-sulfonamide FC(C(C(C(C(C(F)(F)F)(F)F)(F)F)(F)F)(F)F)(S(=O)(=O)N)F